N-((1R)-3-cyano-3-azabicyclo[3.2.0]heptan-1-yl)-5-(2-((4-fluorophenyl)thio)phenyl)thiazole-2-carboxamide C(#N)N1C[C@]2(CCC2C1)NC(=O)C=1SC(=CN1)C1=C(C=CC=C1)SC1=CC=C(C=C1)F